N-[3-(6-chloro-1,3-benzothiazol-2-yl)-1-bicyclo[1.1.1]pentanoyl]-1-(methylsulfonylmethyl)pyrazole-3-carboxamide ClC1=CC2=C(N=C(S2)C23CC(C2)(C3)C(=O)NC(=O)C3=NN(C=C3)CS(=O)(=O)C)C=C1